BrC1(CC(=CC=C1)OCCCC)OCCCC 4-bromo-2,4-dibutoxybenzene